N-((2S)-1,1-dicyclopropyl-3-((2-(4-fluorophenyl)-2-((R)-4-isopropyl-2-oxoimidazolidin-1-yl)-2,3-dihydro-1H-inden-5-yl)amino)-3-oxopropan-2-yl)-4-methyl-1,2,5-oxadiazole-3-carboxamide C1(CC1)C([C@@H](C(=O)NC=1C=C2CC(CC2=CC1)(N1C(N[C@@H](C1)C(C)C)=O)C1=CC=C(C=C1)F)NC(=O)C1=NON=C1C)C1CC1